6-methyl-4,9-dioxo-1,5-dioxacyclononan-7-yl 2-methylpropionate CC(C(=O)OC1C(OC(CCOC(C1)=O)=O)C)C